(1-tert-butoxycarbonyl-4-hydroxy-4-piperidinyl)acetic acid C(C)(C)(C)OC(=O)N1CCC(CC1)(O)CC(=O)O